C(C)OP(C1=CC=C(C=C1)Cl)C1=CC=C(C=C1)Cl ethoxybis(4-chlorophenyl)phosphine